C(C)(C)(C)NC(=O)C=1N=CN2C1CN([C@H](C2)C)C(=O)NC2=CC(=C(C=C2)F)C#N (S)-N1-(Tert-butyl)-N7-(3-cyano-4-fluorophenyl)-6-methyl-5,6-dihydroimidazo[1,5-a]pyrazine-1,7(8H)-dicarboxamide